B(O)(O)CCCCC(C(=O)O)(NC)CCNCC1=CC(=C(C=C1)Cl)Cl 6-borono-2-(2-(3,4-dichlorobenzylamino)ethyl)-2-(methylamino)hexanoic acid